(2R,3R,4R,5S)-2-(hydroxymethyl)-1-(((R)-1-(6-(trifluoromethyl)pyridin-2-yl)piperidin-3-yl)methyl)piperidine-3,4,5-triol OC[C@H]1N(C[C@@H]([C@H]([C@@H]1O)O)O)C[C@@H]1CN(CCC1)C1=NC(=CC=C1)C(F)(F)F